CC(CC(=O)C(CC)(O)O)CCCC(CCCC(CCCC(C)C)C)C (3,7,11,15-tetramethylhexadecanoyl)propanediol